CCCCCCCCCCCCCCCCC(=O)OC[C@H](COP(=O)([O-])OCC[N+](C)(C)C)OC(=O)CCCCCCC/C=C\\CCCCCCCC The molecule is a 1,2-diacyl-sn-glycero-3-phosphocholine in which the 1- and 2-acyl groups are specified as heptadecanoyl and oleoyl respectively. It derives from an oleic acid and a heptadecanoic acid.